NC1=CC=C(C=C1)C1=CC(=NN1)NC1=CC=C(C=C1)O 4-((5-(4-aminophenyl)-1H-pyrazol-3-yl)amino)phenol